Cl.Cl.C1OCCN2[C@@H]1CNCC2 (9aR)-octahydropyrazino[2,1-c][1,4]oxazine dihydrochloride